(S)-2-((4-(2-(4-chloro-2-fluorophenyl)-4-fluoro-2H-chromen-8-yl)piperidin-1-yl)methyl)-1-((1-(fluoromethyl)cyclopropyl)methyl)-1H-imidazo[4,5-b]pyridine-6-carboxylic acid ClC1=CC(=C(C=C1)[C@H]1OC2=C(C=CC=C2C(=C1)F)C1CCN(CC1)CC=1N(C=2C(=NC=C(C2)C(=O)O)N1)CC1(CC1)CF)F